ClC1=CC=C2C(=N1)C1(COCCC1)OC2 2-Chloro-5',6'-Dihydro-2'H,4'H,5H-Spiro[Furo[3,4-b]Pyridine-7,3'-Pyran]